C(C1=CC=CC=C1)OC1=C(C(=O)N2CC3=C(C=CC=C3CC2)NC=2C=CC(N(C2)C)=O)C(=CC(=C1)O)O 5-((2-(2-(Benzyloxy)-4,6-dihydroxybenzoyl)-1,2,3,4-tetrahydro-isoquinolin-8-yl)amino)-1-methylpyridin-2(1H)-one